tert-butyl 3-(1-(2,6-dioxopiperidin-3-yl)-3-methyl-2-oxo-2,3-dihydro-1H-benzo[d]imidazol-5-yl)azetidine-1-carboxylate O=C1NC(CCC1N1C(N(C2=C1C=CC(=C2)C2CN(C2)C(=O)OC(C)(C)C)C)=O)=O